calcium hydrogen citrate, dihydrate O.O.C(CC(O)(C(=O)[O-])CC(=O)[O-])(=O)O.[Ca+2]